ethyl (((1S,3aS,4S,5S,7aR)-5-((1R,2S)-2-(((tert-butyldimethylsilyl)oxy)methyl)-5-(hydroxymethylene)-1-methyl-4-oxocyclohexyl)-1-ethyl-7a-methyloctahydro-1H-inden-4-yl)methyl)carbamate [Si](C)(C)(C(C)(C)C)OC[C@@H]1[C@@](CC(C(C1)=O)=CO)(C)[C@@H]1[C@H]([C@@H]2CC[C@@H]([C@]2(CC1)C)CC)CNC(OCC)=O